3-(5-(((1R,2S)-2-(((3,3-Difluorocyclobutyl)methyl)amino)cyclohexyl)(methyl)amino)-1-oxoisoindolin-2-yl)piperidin-2,6-dion FC1(CC(C1)CN[C@@H]1[C@@H](CCCC1)N(C=1C=C2CN(C(C2=CC1)=O)C1C(NC(CC1)=O)=O)C)F